4-(3-bromo-1H-pyrazol-1-yl)-1-methylpyridin-2(1H)-one BrC1=NN(C=C1)C1=CC(N(C=C1)C)=O